OCCCCCCCCCCOC1=CC=C(C2=CC=CC=C12)C(=O)C1=CN(C2=CC=CC=C12)CCCCC (4-((10-hydroxydecyl)oxy)naphthalen-1-yl)(1-pentyl-1H-indol-3-yl)methanone